8-bromo-2-(4-chloro-2-fluorophenyl)-4-fluoro-2H-chromene BrC=1C=CC=C2C(=CC(OC12)C1=C(C=C(C=C1)Cl)F)F